2-((Tert-butyldiphenylsilyl)oxy)-N-(2,2-difluoroethyl)-1-(oxetan-3-yl)ethan-1-amine [Si](C1=CC=CC=C1)(C1=CC=CC=C1)(C(C)(C)C)OCC(NCC(F)F)C1COC1